NC(C)C1=CC(=C2C=NNC2=C1OCCCNC(OC(C)(C)C)=O)Cl tert-Butyl (3-{[6-(1-aminoethyl)-4-chloro-1H-indazol-7-yl]oxy}propyl)carbamate